N-(2,4-Dimethoxybenzyl)ethenesulfonamide COC1=C(CNS(=O)(=O)C=C)C=CC(=C1)OC